CC1=C(C(=O)OCCl)C=CC(=C1)C chloromethyl 2,4-dimethylbenzoate